4-(difluoromethoxy)-2-fluoro-1-nitrobenzene FC(OC1=CC(=C(C=C1)[N+](=O)[O-])F)F